C(CC)(=O)OC(C)CCCN=CC1=CC=CC=C1 benzylideneamino-2-pentyl propionate